1-Ethyl-5-[2-fluoro-6-[(1-methylcyclopropyl)amino]pyridin-3-yl]pyrazole-4-carboxylic acid ethyl ester C(C)OC(=O)C=1C=NN(C1C=1C(=NC(=CC1)NC1(CC1)C)F)CC